C(C)(C)(C)OC(=O)N1[C@@H](CC(CC1)N1CCOCC1)C1=CC=CC=C1 (2S)-4-morpholino-2-phenylpiperidine-1-carboxylic acid tert-butyl ester